COC(=O)C1=NC(=NC(=C1N)C1=C2C=NN(C2=C(C=C1C)F)C1OCCCC1)C=1C(=NN(C1)C)NC1CCOCC1 5-amino-6-(7-fluoro-5-methyl-1-tetrahydropyran-2-yl-indazol-4-yl)-2-[1-methyl-3-(tetrahydropyran-4-ylamino)pyrazol-4-yl]pyrimidine-4-carboxylic acid methyl ester